2-(CYCLOPROPYLMETHOXY)PYRIDINE-5-BORONIC ACID C1(CC1)COC1=NC=C(C=C1)B(O)O